(S)-N-((R)-1-(5-bromo-6-methoxypyridin-3-yl)ethyl)-N-ethyl-2-methylpropan-2-sulfinamide BrC=1C=C(C=NC1OC)[C@@H](C)N([S@@](=O)C(C)(C)C)CC